C1(CC1)C=1C(=NC(=NC1)NC1=C(C=C2CCNCC2=C1)OC)NCCCNC(=O)C1CCC1 N-[3-[[5-cyclopropyl-2-[(6-methoxy-1,2,3,4-tetrahydroisoquinolin-7-yl)amino]pyrimidin-4-yl]amino]propyl]cyclobutanecarboxamide